CC(C(=O)N1C(SC=C1)=S)(C)C 2,2-dimethyl-1-(2-thioxothiazolin-3-yl)propan-1-one